C(CCC)(=O)NC1=NC=NN2C1=CC=C2[C@]2([C@@H]([C@@H](C(O2)COC(CC2=CC=CC=C2)=O)N[C@H](C(C)C)C(=O)O)O)C#N.ClCC[Si](Cl)(Cl)Cl 2-Chloroethyl-trichlorosilane (2R,3S,4R,5R)-5-(4-butyramidopyrrolo[2,1-f][1,2,4]triazin-7-yl)-5-cyano-4-hydroxy-2-((2-phenylacetoxy)methyl)tetrahydrofuran-3-yl-L-valinate